3-pentyl-1,1,1,3,5,5,5-heptamethyltrisiloxane C(CCCC)[Si](O[Si](C)(C)C)(O[Si](C)(C)C)C